CC=1C=C(C=C(C1CC=1C=C2C3(C(NC2=CC1)=O)CC3)C)N3N=CC(NC3=O)=O 2-(3,5-dimethyl-4-((2'-oxospiro[cyclopropane-1,3'-indoline]-5'-yl)methyl)phenyl)-1,2,4-triazine-3,5(2h,4h)-dione